C(CCC)C1=CC(=C(C=C1C(F)(F)F)CC(C)N)OC 1-(4-butyl-2-methoxy-5-(trifluoromethyl)phenyl)propan-2-amine